FC(C(=O)O)(F)F.CN1N=CC2=CC(=CC=C12)C(=O)NC=1N=CC=2N(C1)C=C(N2)[C@@H]2NCC(C2)C 1-methyl-N-(2-((2R)-4-methylpyrrolidin-2-yl)imidazo[1,2-a]pyrazin-6-yl)-1H-indazole-5-carboxamide trifluoroacetate